FC(C(=O)C=1C(=NC=CC1)NC(C(C)(C)C)=O)F N-(3-(2,2-difluoroacetyl)pyridin-2-yl)pivalamide